(2S,4R)-1-Boc-4-methylpyrrolidine-2-carboxylic acid C(=O)(OC(C)(C)C)N1[C@@H](C[C@H](C1)C)C(=O)O